3-(4-(3,4-difluoro-2-(trifluoromethyl)phenyl)piperidine-1-carbonyl)-6,7-dihydro-1H-pyrazolo[4,3-c]pyridine-5(4H)-carbonitrile FC=1C(=C(C=CC1F)C1CCN(CC1)C(=O)C1=NNC2=C1CN(CC2)C#N)C(F)(F)F